N1=CN=C2C=CC=3C(N=CN3)=C21 imidazobenzimidazol